(2-(benzyloxy)pyridin-4-yl)methanamine C(C1=CC=CC=C1)OC1=NC=CC(=C1)CN